(R)-2-(1-isopropyl-5-(3-methyl-1-(4-methyl-4H-1,2,4-triazol-3-yl)cyclobutyl)-2-oxo-1,2-dihydropyridin-3-yl)-6-((3-methylpiperidin-1-yl)methyl)-4-(trifluoromethyl)isoindol-1-one C(C)(C)N1C(C(=CC(=C1)C1(CC(C1)C)C1=NN=CN1C)N1C(C2=CC(=CC(=C2C1)C(F)(F)F)CN1C[C@@H](CCC1)C)=O)=O